N1(C=NC=C1)C=1C=CC(=C(C1)O)C=1N=NC(=CC1)O[C@H]1C[C@@]2(CC[C@H](C1)N2)C 5-(1H-imidazol-1-yl)-2-(6-(((1S,3R,5R)-1-methyl-8-azabicyclo[3.2.1]octan-3-yl)oxy)pyridazin-3-yl)phenol